histidine hexafluorophosphate F[P-](F)(F)(F)(F)F.N[C@@H](CC1=CNC=N1)C(=O)O